4-((1-methylpiperidin-4-yl)oxy)-6-(5-(2-methylpyridin-3-yl)-1H-pyrrolo[2,3-b]pyridin-3-yl)quinazoline CN1CCC(CC1)OC1=NC=NC2=CC=C(C=C12)C1=CNC2=NC=C(C=C21)C=2C(=NC=CC2)C